3-(3-(3-acetylphenyl)ureido)-N-(3-(2-methoxyethyl)-4-oxo-3,4-dihydroquinazolin-6-yl)benzamide C(C)(=O)C=1C=C(C=CC1)NC(NC=1C=C(C(=O)NC=2C=C3C(N(C=NC3=CC2)CCOC)=O)C=CC1)=O